ICCN1C2=C(N(C([C@@H]3[C@@H](C1)CC(N3C3=NC(=CC(=C3)C(F)(F)F)C)=O)=O)C)C=CC=C2C (3ar,11as)-5-(2-iodoethyl)-6,10-dimethyl-1-(6-methyl-4-(trifluoromethyl)pyridin-2-yl)-1,3a,4,5,10,11a-hexahydro-2H-benzo[b]pyrrolo[2,3-f][1,4]diazocine-2,11(3H)-dione